NC(C)(C)C1=CC(=NC(=C1)C1=CC(=C(C=C1)F)Cl)OC1[C@@H]2CN(C[C@H]12)C(=O)C=1C(=NN(C1)C1=NC=CC=N1)C ((1R,5S,6s)-6-((4-(2-aminopropan-2-yl)-6-(3-chloro-4-fluorophenyl)pyridin-2-yl)oxy)-3-azabicyclo[3.1.0]hexan-3-yl)(3-methyl-1-(pyrimidin-2-yl)-1H-pyrazol-4-yl)methanone